(E)-ethyl 8-chloro-2-((1-(hydroxyamino)ethylidene)amino)-1,7-naphthyridine-3-carboxylate ClC=1N=CC=C2C=C(C(=NC12)/N=C(\C)/NO)C(=O)OCC